CC1(N(CCNC1)CC1CCN(CC1)C=1C(=C2CN(C(C2=CC1)=O)C1C(NC(CC1)=O)=O)F)C 3-(5-(4-((2,2-dimethylpiperazin-1-yl)methyl)piperidin-1-yl)-4-fluoro-1-oxoisoindolin-2-yl)piperidine-2,6-dione